ClC1=CC=C(C=C1)C(N[S@](=O)C(C)(C)C)C1=CC=2N(C=C1)N=CC2 (R)-N-((4-chlorophenyl)(pyrazolo[1,5-a]pyridin-5-yl)methyl)-2-methylpropane-2-sulfinamide